CC=1NC=C(C1C)C 2,3,4-Trimethylpyrrole